C(C)(C)N(C1=CC2=C(C(=N1)CNC)CN(C2=O)C2=NC(=CC=C2)C2=NN=C1COC[C@@H](N12)C)C (S)-6-(isopropyl(methyl)amino)-2-(6-(5-methyl-5,6-dihydro-8H-[1,2,4]triazolo[3,4-c][1,4]oxazin-3-yl)pyridin-2-yl)-4-((methylamino)methyl)-2,3-dihydro-1H-pyrrolo[3,4-c]pyridin-1-one